(E)-2-cyclohexyl-5-(3,4-difluorostyryl)-1,3-dimethoxybenzene C1(CCCCC1)C1=C(C=C(C=C1OC)\C=C\C1=CC(=C(C=C1)F)F)OC